4-amino-N-(4-fluorobenzyl)butyramide NCCCC(=O)NCC1=CC=C(C=C1)F